N1(CCCC1)C(=O)C=1C=C(C=CC1)C=1C=C2C=CNC(C2=CC1)=O 6-(3-(pyrrolidine-1-carbonyl)phenyl)isoquinolin-1(2H)-one